N-(4-(4-amino-7-methyl-7H-pyrrolo[2,3-d]pyrimidin-5-yl)-3-methylphenyl)-2-cyclopropyl-acetamide NC=1C2=C(N=CN1)N(C=C2C2=C(C=C(C=C2)NC(CC2CC2)=O)C)C